C=NCC methyleneaminoethane